1-(tert-butyl)-5-(4-fluorophenyl)-4-oxo-1,4-dihydropyridine-3-carboxylic acid C(C)(C)(C)N1C=C(C(C(=C1)C1=CC=C(C=C1)F)=O)C(=O)O